(5-ethyl-4-methyl-1H-pyrazol-3-yl)-6-(3-(methylamino)azetidin-1-yl)pyrimidin-2-amine C(C)C1=C(C(=NN1)C1=NC(=NC(=C1)N1CC(C1)NC)N)C